N=1C=NN2C1C=CC(=C2)CN 1-{[1,2,4]triazolo[1,5-a]pyridin-6-yl}methanamine